C(C(=C)C)(=O)OCCC[SiH](OCCCC)OCCCC dibutoxysilyl-propyl methacrylate